C1(CC1)C1=NOC(=N1)C=1C=CC(=C(C1)NCC(=O)OCC)C ethyl (5-(3-cyclopropyl-1,2,4-oxadiazol-5-yl)-2-methylphenyl)glycinate